7-fluoro-2H-indazole-6-carbonitrile FC1=C(C=CC2=CNN=C12)C#N